BrC=1SC(=C(N1)C(=O)OC)I methyl 2-bromo-5-iodothiazole-4-carboxylate